ClC=1C=C2C=C(C(NC2=NC1C)=O)[C@H](C)NC1=CC=C(N(C1=O)C)C#N 5-{[(1S)-1-(6-chloro-7-methyl-2-oxo-1,2-dihydro-1,8-naphthyridin-3-yl)ethyl]amino}-1-methyl-6-oxo-1,6-dihydropyridine-2-carbonitrile